C1(CC1)N1N=CC(=C1)C=1C=C(C=CC1)N(C(=O)[C@@H]1CC[C@H](CC1)NC(CNS(=O)(=O)C)=O)C[C@@H]1CC[C@H](CC1)C1=CC(=C(C=C1)OC)C trans-N-(3-(1-Cyclopropyl-1H-pyrazol-4-yl)phenyl)-N-((trans-4-(4-methoxy-3-methylphenyl)cyclohexyl)methyl)-4-(2-(methylsulfonamido)acetamido)cyclohexanecarboxamide